[Hf].CNC dimethylamine hafnium